CN1C(=NC2=C1C=CC=C2)C2=C(C(=C(C(=C2N2C=1C=CC=CC1C(C1=CC=CC=C21)(C)C)C2=NC1=C(N2C)C=CC=C1)C1=NC2=C(N1C)C=CC=C2)C2=NC1=C(N2C)C=CC=C1)N1C=2C=CC=CC2C(C2=CC=CC=C12)(C)C 10,10'-(2,4,5,6-tetrakis(1-methyl-1H-benzo[d]imidazol-2-yl)-1,3-phenylene)bis(9,9-dimethyl-9,10-dihydroacridine)